NC1=CC(=NC=C1N)CO (4,5-diaminopyridin-2-yl)methanol